(S)-3-butyl-3-ethyl-8-(hydroxymethyl)-2-methyl-7-(methylthio)-5-phenyl-2,3,4,5-tetrahydro-1,2,5-benzothiadiazepine 1,1-dioxide C(CCC)[C@@]1(N(S(C2=C(N(C1)C1=CC=CC=C1)C=C(C(=C2)CO)SC)(=O)=O)C)CC